(Z)-1-(4-amino-2-fluorobut-2-en-1-yl)-N-methyl-4-(3-(pyrrolidin-1-ylsulfonyl)phenyl)-1H-benzo[d][1,2,3]triazol-6-carboxamide Hydrochloride Cl.NC\C=C(\CN1N=NC2=C1C=C(C=C2C2=CC(=CC=C2)S(=O)(=O)N2CCCC2)C(=O)NC)/F